ClC1=C(OC=2C=CC(=C(C2)S(=O)(=O)NC2CC(C2)S(=O)(=O)C)O)C(=CC(=C1)N1N=C(C(NC1=O)=O)C(F)F)Cl 5-(2,6-dichloro-4-(6-(difluoromethyl)-3,5-dioxo-4,5-dihydro-1,2,4-triazin-2(3H)-yl)phenoxy)-2-hydroxy-N-((1r,3r)-3-(methylsulfonyl)cyclobutyl)benzene-sulfonamide